ClC1=CC=C(C=C1)C=1N(C(=C(N1)C1=NC2=C(N1C)C=C1C(=C2)OC(C(O1)(F)F)(F)F)S(=O)(=O)CC)C 2-[2-(4-chlorophenyl)-5-(ethylsulfonyl)-1-methyl-1H-imidazol-4-yl]-6,6,7,7-tetrafluoro-1-methyl-6,7-dihydro-1H-[1,4]dioxino[2,3-f]benzimidazole